C1(CC1)C(=O)C1=CC(=C(C=C1)COC1=NC(=CC=C1)C1CCNCC1)F Cyclopropyl(3-fluoro-4-(((6-(piperidin-4-yl)pyridin-2-yl)oxy)methyl)phenyl)methanone